4-fluoropiperidine-4-carboxylic acid hydrochloride Cl.FC1(CCNCC1)C(=O)O